(1s,2r,5r)-3-(1-(2-amino-3-chloro-5-fluoroquinolin-7-yl)propan-2-yl)-5-(4-amino-7H-pyrrolo[2,3-d]pyrimidin-7-yl)-2-methylcyclopent-3-ene-1,2-diol NC1=NC2=CC(=CC(=C2C=C1Cl)F)CC(C)C=1[C@]([C@H]([C@@H](C1)N1C=CC2=C1N=CN=C2N)O)(O)C